((2R,3R,4S,5R,6S)-6-((3-(2-acetamidoethyl)-1H-indol-5-yl)oxy)-3,5-dihydroxy-4-(phosphonooxy)tetrahydro-2H-pyran-2-yl)methyl 2-aminobenzoate NC1=C(C(=O)OC[C@H]2O[C@H]([C@@H]([C@H]([C@@H]2O)OP(=O)(O)O)O)OC=2C=C3C(=CNC3=CC2)CCNC(C)=O)C=CC=C1